4-((2-methoxy-3-(2-methyl-2H-tetrazol-5-yl)phenyl)amino)-2-methyl-6-((6-(trifluoromethyl)pyridin-2-yl)amino)-1,2-dihydro-3H-pyrazolo[3,4-b]pyridin-3-one COC1=C(C=CC=C1C=1N=NN(N1)C)NC1=C2C(=NC(=C1)NC1=NC(=CC=C1)C(F)(F)F)NN(C2=O)C